C(CC)(=O)OCCCCCCC(C)C isononyl propionate